Cl.ClC1=C(C=CC=C1)N1CCN(CC1)C1=CC(=NC(=C1)N)C1=NC=CC=C1 4-(4-(2-chlorophenyl)piperazin-1-yl)-[2,2'-bipyridin]-6-amine hydrochloride